N-(piperidin-3-yl)-5-(trifluoromethyl)pyrimidin-2-amine N1CC(CCC1)NC1=NC=C(C=N1)C(F)(F)F